C1(=CC=CC=C1)CN1CC(CCC1)OC(=O)C=1C(C(=C(NC1C)C)C(=O)OC)C1=CC(=CC=C1)[N+](=O)[O-] 1,4-dihydro-2,6-dimethyl-4-(3-nitrophenyl)-3,5-pyridine-dicarboxylic acid methyl 1-(phenylmethyl)-3-piperidinyl ester